N-(Isoxazol-3-Yl)-2-(3-(3-(Pentan-3-Ylcarbamoyl)-1H-Pyrazol-5-yl)Phenyl)Oxazole-5-Carboxamide O1N=C(C=C1)NC(=O)C1=CN=C(O1)C1=CC(=CC=C1)C1=CC(=NN1)C(NC(CC)CC)=O